NC=1C(=C(C=C2C=C(N=CC12)NC(=O)[C@@H]1[C@@H]([C@H]1C=1C=NN(C1)CCN1CCOCC1)C)C=1C=NC=CC1C)F (1R,2R,3R)-N-(8-amino-7-fluoro-6-(4-methylpyridin-3-yl)isoquinolin-3-yl)-2-methyl-3-(1-(2-morpholinoethyl)-1H-pyrazol-4-yl)cyclopropane-1-carboxamide